(2-(2,6-dioxopiperidin-3-yl)-3-oxoisoindolin-5-yl)methyl (5-chloro-2-fluoro-4-methylphenyl)carbamate ClC=1C(=CC(=C(C1)NC(OCC=1C=C2C(N(CC2=CC1)C1C(NC(CC1)=O)=O)=O)=O)F)C